Cl.N=1N=C(NC1)COC1=C(C=C(C=C1OC)C1=C(C=CC=2N(C(N(C21)C)=O)CC(=O)NC2=CC=C(C=C2)F)F)F 2-(4-(4-((4H-1,2,4-triazol-3-yl)methoxy)-3-fluoro-5-methoxyphenyl)-5-fluoro-3-methyl-2-oxo-2,3-dihydro-1H-benzo[d]imidazol-1-yl)-N-(4-fluorophenyl)acetamide hydrochloride salt